1-(N-((5'-Chloro-2'-cyano-[1,1'-biphenyl]-4-yl)methyl)pentan-amido)cyclohexanecarboxylic Acid ClC=1C=CC(=C(C1)C1=CC=C(C=C1)CN(C(CCCC)=O)C1(CCCCC1)C(=O)O)C#N